[(1r,4r)-4-{5-[6-chloro-4-(methylamino)pyridin-3-yl]-1,3,4-thiadiazol-2-yl}cyclohexyl]methanol ClC1=CC(=C(C=N1)C1=NN=C(S1)C1CCC(CC1)CO)NC